5-[(2S)-3-[(tert-butyldiphenylsilyl)oxy]-2-methylpropyl]-1,3-thiazole-4-carboxylic acid ethyl ester C(C)OC(=O)C=1N=CSC1C[C@@H](CO[Si](C1=CC=CC=C1)(C1=CC=CC=C1)C(C)(C)C)C